methyl 1-hydroxy-3-thiophen-2-yl-1,3-dihydrobenzo[c][1,2]oxaborole-3-carboxylate OB1OC(C2=C1C=CC=C2)(C(=O)OC)C=2SC=CC2